di-n-propoxy-bis(ethoxyacetoacetyl)zirconium C(CC)O[Zr](C(CC(=O)COCC)=O)(C(CC(=O)COCC)=O)OCCC